1-(2-Fluoro-ethyl)-2-(6-trifluoromethoxy-benzothiazol-2-ylamino)-1H-benzoimidazole-5-carboxylic acid (2-ethoxy-ethyl)-amide C(C)OCCNC(=O)C1=CC2=C(N(C(=N2)NC=2SC3=C(N2)C=CC(=C3)OC(F)(F)F)CCF)C=C1